C(CCCCCC)N heptanamine